ClC1=CC=CC(=N1)OCC(C)OC1=CC(=NC=C1)C#CC1=C2C=C(N=CC2=C(N=C1)NC)NC(=O)C1CC1 N-(5-((4-((1-((6-chloropyridin-2-yl)oxy)propan-2-yl)oxy)pyridin-2-yl)ethynyl)-8-(methylamino)-2,7-naphthyridin-3-yl)cyclopropanecarboxamide